NC1CN(C1)C1=CC(=C(C=C1)C1C(NC(CC1)=O)=O)Cl 3-(4-(3-aminoazetidin-1-yl)-2-chlorophenyl)piperidine-2,6-dione